1-((S)-2-(8-((S)-2,2-dimethyl-3-((methylsulfonyl)methyl)azetidin-1-yl)-3-((2-(4-hydroxy-4-methylpiperidin-1-yl)pyrimidin-4-yl)amino)isoquinolin-5-yl)azetidin-1-yl)prop-2-en-1-one CC1(N(C[C@@H]1CS(=O)(=O)C)C=1C=CC(=C2C=C(N=CC12)NC1=NC(=NC=C1)N1CCC(CC1)(C)O)[C@H]1N(CC1)C(C=C)=O)C